FC=1C(=C(C=CC1F)C(=O)N1CC(C1)([C@H]1NCCCC1)O)NC1=C(C=C(C=C1)I)F [3,4-difluoro-2-[(2-fluoro-4-iodophenyl)amino]phenyl][3-hydroxy-3-(2S)-2-piperidinyl-1-azetidinyl]methanone